C(C)OC(=O)C1(CC2=CC(=CC(=C2C1)F)N(C(=O)OC(C)(C)C)C(=O)OC(C)(C)C)F 6-[bis(t-butoxycarbonyl)amino]-2,4-difluoro-indan-2-carboxylic acid ethyl ester